[Na+].C(=O)([O-])CC[Si](O)(O)O Carboxyethyl-silanetriol sodium salt